2,4-diamino-6-sulfopyrimidine nitrogen [N].NC1=NC(=CC(=N1)N)S(=O)(=O)O